CN(C1CCN(CC1)C1=CC2=C(CC(O2)(C)C)C=C1NC(=O)C=1C=NN2C1N=CC=C2)C N-(6-(4-(dimethylamino)piperidin-1-yl)-2,2-dimethyl-2,3-dihydrobenzofuran-5-yl)pyrazolo[1,5-a]pyrimidine-3-carboxamide